7-Chloro-4-fluoro-2,3-dihydrobenzofuran-5-amine ClC1=CC(=C(C=2CCOC21)F)N